The molecule is a 3-hydroxypentanoic acid in which the chiral centre at position 3 has S-configuration. It is a conjugate acid of a (S)-3-hydroxypentanoate. It is an enantiomer of a (R)-3-hydroxypentanoic acid. CC[C@@H](CC(=O)O)O